C(C)(C)N1C(N(C=2N=NC=3C=CC(=CC3C21)C=2C=NC(=CC2)COCC2CN(CCC2)C)C)=O 1-isopropyl-3-methyl-8-(6-(((1-methylpiperidin-3-yl)methoxy)methyl)pyridin-3-yl)-1H-imidazo[4,5-c]cinnolin-2(3H)-one